ClC1=CC=C(C=C1)NC(=O)N1N=C(C(C1)C1=CC=CC=C1)C1=CC=C(C=C1)OC(F)F N-(4-chlorophenyl)-3-[4-(difluoro-methoxy)-phenyl]-4,5-dihydro-4-phenyl-1H-pyrazole-1-carboxamide